N-((5-amino-3-(1-(m-tolyl)piperidin-4-yl)pyrazin-2-yl)methyl)-N,N'-dimethyl-1,2-ethylenediamine NC=1N=C(C(=NC1)CN(CCNC)C)C1CCN(CC1)C=1C=C(C=CC1)C